NC1=NC=2C=NC(=CC2C2=C1COC2)C(=O)N2[C@H](COCC2)C=2SC=C(C2)C(F)(F)F (4-amino-1,3-dihydrofuro[3,4-c][1,7]naphthyridin-8-yl)((3R)-3-(4-(trifluoromethyl)-2-thienyl)-4-morpholinyl)methanone